OC1=C(C=C(C=C1)NS(=O)(=O)C1=CC=C(C=C1)C)N1N=CC(=C1)I N-(4-hydroxy-3-(4-iodo-1H-pyrazol-1-yl)phenyl)-4-methylbenzenesulfonamide